N=1C=NN2C1C(=CC=C2)CN[C@H]2C[C@@H]([C@@H](CC2)NCC=2C(=C(C1=C(N(C(N1C)=O)C)C2)F)F)F 6-((((1R,2S,4R)-4-(([1,2,4]Triazolo[1,5-a]pyridin-8-ylmethyl)amino)-2-fluorocyclohexyl)amino)methyl)-4,5-difluoro-1,3-dimethyl-1,3-dihydro-2H-benzo[d]imidazol-2-one